3-[(2-amino-3-pyridyl)oxy]-N-[1-[2-[methyl-[2-(4-methylphenoxy)ethyl]amino]-2-oxoethyl]pyrazol-4-yl]propanamide NC1=NC=CC=C1OCCC(=O)NC=1C=NN(C1)CC(=O)N(CCOC1=CC=C(C=C1)C)C